Dodecanoic acid 2,3-dihydroxypropan-1-yl ester OC(COC(CCCCCCCCCCC)=O)CO